9,10-di(2,3-dimethylbenzyloxy)anthracene CC1=C(COC=2C3=CC=CC=C3C(=C3C=CC=CC23)OCC2=C(C(=CC=C2)C)C)C=CC=C1C